[3-[[5-[(3-aminopropyl)amino]-7-(4-methoxyphenyl)-1,6-naphthyridin-2-yl]-amino]propyl]-carbamic acid 1,1-dimethylethyl ester CC(C)(C)OC(NCCCNC1=NC2=CC(=NC(=C2C=C1)NCCCN)C1=CC=C(C=C1)OC)=O